OC=1C=C2CCC(C2=C(C1)C)=O 5-hydroxy-7-methyl-2,3-dihydro-1H-inden-1-one